ClC1=CC=C(C=C1)C1CN(C1)C=1N=C(C2=C(N1)CCCS2(=O)=O)NC2=CC=C1C=CC(NC1=C2)=O 7-((2-(3-(4-chlorophenyl)azetidin-1-yl)-5,5-dioxido-7,8-dihydro-6H-thiopyrano[3,2-d]pyrimidin-4-yl)amino)quinolin-2(1H)-one